1-(chloromethyl)-1,3,5-triazine-4,6-diamine ClCN1CN=C(N=C1N)N